N-(biphenyl-4-yl)-N-(p-ter-phenyl-4-yl)-6-phenylbenzo[b]naphtho[1,2-d]furan-8-amine C1(=CC=C(C=C1)N(C=1C=CC=C2C1OC1=C2C=2C=CC=CC2C=C1C1=CC=CC=C1)C1=CC=C(C=C1)C1=CC=C(C=C1)C1=CC=CC=C1)C1=CC=CC=C1